CC1=NNC=C1C=1C=CC=2N(C1N1CCOCC1)N=C(N2)NC2CN(CCC2)C(=O)C2=CC=C(C=C2)NC(C=C)=O N-(4-(3-((6-(3-Methyl-1H-pyrazol-4-yl)-5-morpholino-[1,2,4]triazolo[1,5-a]pyridin-2-yl)amino)piperidine-1-carbonyl)phenyl)acrylamide